CN1N=C(C2=CC=C(C=C12)[N+](=O)[O-])NCCC(=O)OC methyl 3-((1-methyl-6-nitro-1H-indazol-3-yl)amino)propanoate